methyl 3-(dimethylamino)-2-(4'-fluoro-[1,1'-biphenyl]-4-yl)-3-oxopropanoate CN(C(C(C(=O)OC)C1=CC=C(C=C1)C1=CC=C(C=C1)F)=O)C